N-benzylbenzo[4,5]imidazo[1,2-a]pyrimidin-2-amine C(C1=CC=CC=C1)NC1=NC=2N(C=C1)C1=C(N2)C=CC=C1